CC1CCC(CC1)[Si](OC)(OC)CCCCC 4-methylcyclohexyl-pentyl-dimethoxysilane